Cl.C[C@@H]1NCC[C@H]2[C@@H](CCC[C@H]12)CC(CC)(O)C 1-[(1S,4aS,5S,8aS)-1-methyl-1,2,3,4,4a,5,6,7,8,8a-decahydroisoquinolin-5-yl]-2-methyl-butan-2-ol hydrochloride